C=C1CC2=CC=CC=C2C1=O 2-methylene-3-oxo-2,3-dihydro-1H-indene